C1(CC1)C1=CN=C(C2=CC=CC(=C12)S(=O)(=O)N1[C@@H](CNCCC1)C)O (R)-4-cyclopropyl-5-((2-methyl-1,4-diazepan-1-yl)sulfonyl)isoquinolin-1-ol